C(#N)NC1=NC=CC(=C1C#N)C 2-(cyanoamino)-4-methylpyridine-3-carbonitrile